BrC=1N=C(C(=NC1C)N1CCC2([C@@H]([C@@H](OC2)C)NC(OC(C)(C)C)=O)CC1)CO tert-butyl (3S,4S)-8-(5-bromo-3-(hydroxymethyl)-6-methylpyrazin-2-yl)-3-methyl-2-oxa-8-azaspiro[4.5]decan-4-ylcarbamate